OCCSCCSCCO 2-[2-(2-hydroxy-ethylsulfanyl)-ethylsulfanyl]-ethanol